N-(tert-butyl)-3-((2-((4-(4-((6-(2,4-dioxotetrahydropyrimidin-1(2H)-yl)pyridazin-3-yl)methyl)piperazin-1-yl)phenyl)amino)-5-methylpyrimidin-4-yl)amino)benzenesulfonamide C(C)(C)(C)NS(=O)(=O)C1=CC(=CC=C1)NC1=NC(=NC=C1C)NC1=CC=C(C=C1)N1CCN(CC1)CC=1N=NC(=CC1)N1C(NC(CC1)=O)=O